[O-2].[Fe+2].[Ti+4].[O-2].[O-2] Titanium-iron oxide